methylpropanolide CC1C(=O)OC1